CCCCC1=CC=C(C=C1)N=CC2=CC=C(C=C2)OC 4-methoxybenzylidene-4'-n-butylaniline